N-(5-((5-chloropyridin-2-yl)methoxy)-1,3,4-thiadiazol-2-yl)-5'-methoxy-2',6-dimethyl-(4,4'-bipyridine)-3-carboxamide ClC=1C=CC(=NC1)COC1=NN=C(S1)NC(=O)C=1C=NC(=CC1C1=CC(=NC=C1OC)C)C